N-[(2,4-dihydroxyphenyl)thiazol-2-yl]isobutyramide benzyl-(S)-4-(2-amino-3-((4-(benzylthio)-3-methoxyphenyl)amino)-3-oxopropyl)piperidine-1-carboxylate hydrochloride Cl.C(C1=CC=CC=C1)OC(=O)N1CCC(CC1)C[C@@H](C(=O)NC1=CC(=C(C=C1)SCC1=CC=CC=C1)OC)N.OC1=C(C=CC(=C1)O)C=1N=C(SC1)NC(C(C)C)=O